6-((6-(4-fluorophenyl)pyridin-3-yl)oxy)-4-methyl-5-nitropyridine FC1=CC=C(C=C1)C1=CC=C(C=N1)OC1=C(C(=CC=N1)C)[N+](=O)[O-]